BrC1=CC(=C(C(=C1)C=NC=1C=NC=CC1)OC(C(C)C)=O)O.ClC1=C(C=CC=C1[C@@H]1C(NC(CC1)=O)=O)C1=CC=C(C=C1)N1C(C=CC=C1)=O (R)-3-(2-chloro-4'-(2-oxopyridin-1(2H)-yl)-[1,1'-biphenyl]-3-yl)piperidine-2,6-dione 4-bromo-2-hydroxy-6-((pyridin-3-ylimino)methyl)phenyl-isobutyrate